BrC=1C=NN(C1)CCN1CC(C1)(F)F 4-bromo-1-[2-(3,3-difluoroazetidin-1-yl)ethyl]pyrazole